methoxy-4-methylbenzamid COC1=C(C(=O)N)C=CC(=C1)C